C(C)N1C=C(C(C(=C1)C1=CC=C(C=C1)F)=O)C(=O)NC1=CC=C(C=C1)OC1=CC=NC2=CC(=CN=C12)OC 1-ethyl-5-(4-fluorophenyl)-N-[4-[(7-methoxy-1,5-naphthyridin-4-yl)oxy]phenyl]-4-oxopyridine-3-carboxamide